Cl.NC/C(/CN1N=CN(C1=O)C1=CC=CC(=N1)C=1C=C2CCC(NC2=C(C1)C)=O)=C\F 6-(6-{1-[(2E)-2-(aminomethyl)-3-fluoroprop-2-en-1-yl]-5-oxo-1,5-dihydro-4H-1,2,4-triazol-4-yl}pyridin-2-yl)-8-methyl-3,4-dihydroquinolin-2(1H)-one hydrochloride